bisphenyltriazine C1(=CC=CC=C1)C1=CC(=NN=N1)C1=CC=CC=C1